L-aspartic acid calcium [Ca].N[C@@H](CC(=O)O)C(=O)O